FC1=C(C(=CC(=C1)NC1CN(C1)CCCF)F)[C@H]1N([C@H](CC2=C1NC1=CC=C(C=C21)F)C)C[C@@](CO)(C)F (R)-3-((1R,3S)-1-(2,6-difluoro-4-((1-(3-fluoropropyl)azetidin-3-yl)amino)phenyl)-6-fluoro-3-methyl-1,3,4,9-tetrahydro-2H-pyrido[3,4-b]indol-2-yl)-2-fluoro-2-methylpropan-1-ol